2,3-bis(thiophen-3-yl)maleonitrile S1C=C(C=C1)/C(/C#N)=C(/C#N)\C1=CSC=C1